1-tert-butyl 2-methyl (2S,4R)-4-ethylpyrrolidine-1,2-dicarboxylate C(C)[C@@H]1C[C@H](N(C1)C(=O)OC(C)(C)C)C(=O)OC